COC=1C=C(C=NC1)N 5-methoxy-3-aminopyridine